7-((2,3-Difluorobenzyl)oxy)-11,11a-dihydro-1H-pyrazino[1',2':3,4]imidazo[1,2-c]pyrimidine-3,9(2H,4H)-dione FC1=C(COC=2C=C3N(C(N2)=O)CC2N3CC(NC2)=O)C=CC=C1F